CC1=CC(=NO1)NC(=O)C=1C=C(SC1)[C@H]1[C@@H](C1)N(C(OC(C)(C)C)=O)CC1CCOCC1 tert-butyl ((1R,2R)-2-(4-((5-methylisoxazol-3-yl)carbamoyl)thiophen-2-yl)cyclopropyl)((tetrahydro-2H-pyran-4-yl)methyl)carbamate